The molecule is an indole alkaloid that is the enol tautomer of geissoschizine, which is also dehydrogenated at the 4,21-position. It derives from a geissoschizine. C/C=C\\1/C=[N+]2CCC3=C([C@@H]2C[C@@H]1/C(=C/O)/C(=O)OC)NC4=CC=CC=C34